C(C1=CC=CC=C1)OC1[C@@H]2[C@H](N([C@H](C1)CC2)C(N(C2=CC=CC=C2)C2=CC=CC=C2)=O)C(=O)O (1S,3S,4S)-5-(benzyloxy)-2-(diphenylcarbamoyl)-2-azabicyclo[2.2.2]octane-3-carboxylic acid